ClC(CC)C1=CC=C(C=C1)[C@H](C)NC(C(F)(F)F)=O N-[(1S)-1-[4-(1-Chloropropyl)phenyl]ethyl]-2,2,2-trifluoro-acetamide